4-nitrophenyl ((6-(trifluoromethyl)pyridin-3-yl)methyl)carbamate FC(C1=CC=C(C=N1)CNC(OC1=CC=C(C=C1)[N+](=O)[O-])=O)(F)F